NC1=NN(C=C1OCCC(C)C1=C(C(=NC(=N1)Cl)N)Cl)C (4-((3-amino-1-methyl-1H-pyrazol-4-yl)oxy)butan-2-yl)-2,5-dichloropyrimidin-4-amine